OCCCCCCCCOC1=CC=C(C=C1)N1C(N(CC1)C1C(N(C(CC1)=O)C(=O)OC(C)(C)C)=O)=O Tert-Butyl 3-(3-(4-((8-hydroxyoctyl)oxy)phenyl)-2-oxoimidazolidin-1-yl)-2,6-dioxopiperidine-1-carboxylate